NC1=C2C(NC=N1)=NC=C2C2=CC(=C(C=C2)OC2=NC=CC(=N2)C)F 4-amino-5-{3-fluoro-4-[(4-methylpyrimidin-2-yl)oxy]phenyl}pyrrolo[2,3-d]pyrimidine